2-({4-[5-(trifluoromethyl)-1,2,4-oxadiazol-3-yl]phenyl}methyl)isoxazolin-3-one FC(C1=NC(=NO1)C1=CC=C(C=C1)CN1OCCC1=O)(F)F